3-(6-((R)-6-fluoro-3-methylindoline-1-carbonyl)benzo[d]oxazol-2-yl)piperidine-2,6-dione FC1=CC=C2[C@H](CN(C2=C1)C(=O)C1=CC2=C(N=C(O2)C2C(NC(CC2)=O)=O)C=C1)C